(2S,5R)-N-(2-(4-chloro-2-methylphenyl)propan-2-yl)-5-(hydroxymethyl)morpholine-2-carboxamide ClC1=CC(=C(C=C1)C(C)(C)NC(=O)[C@@H]1CN[C@@H](CO1)CO)C